COC=1C=C(C=CC1)C=CCC=CC1=CC(=CC=C1)OC 1,5-bis(3-methoxyphenyl)-1,4-pentadiene